COC1=CC=C(C=C1)C1=C(C(=NO1)C)CO (5-(4-Methoxyphenyl)-3-methylisoxazol-4-yl)methanol